O=C1NC(CCC1NC(=O)C1=CC=CC(=N1)NC12CC(C1)(C2)C=2C(=NC=CC2)C(=O)N)=O (3-((6-((2,6-dioxopiperidin-3-yl)carbamoyl)pyridin-2-yl)amino)bicyclo[1.1.1]pentan-1-yl)picolinamide